tert-butyl 4-(2-trimethylstannyl-4-pyridyl)piperazine-1-carboxylate C[Sn](C1=NC=CC(=C1)N1CCN(CC1)C(=O)OC(C)(C)C)(C)C